(R)-3-((7-chlorothieno[2,3-d]pyridazine-4-yl)amino)piperidine-1-carboxylic acid tert-butyl ester C(C)(C)(C)OC(=O)N1C[C@@H](CCC1)NC1=C2C(=C(N=N1)Cl)SC=C2